N-(1,2-Dimethylpiperidin-4-yl)-N-methyl-5-[4-(1H-pyrazol-4-yl)-1H-indazol-7-yl][1,3]thiazolo[5,4-d][1,3]thiazol-2-amin CN1C(CC(CC1)N(C=1SC=2N=C(SC2N1)C=1C=CC(=C2C=NNC12)C=1C=NNC1)C)C